1-(4-fluoro-2-methylphenyl)-3-(2-methyl-6-oxo-1,6-dihydropyridin-3-yl)-4-oxo-7-(trifluoromethoxy)-1,2,3,4-tetrahydroquinazoline-6-carbonitrile FC1=CC(=C(C=C1)N1CN(C(C2=CC(=C(C=C12)OC(F)(F)F)C#N)=O)C1=C(NC(C=C1)=O)C)C